1-(3,3-difluorocyclobutyl)-3-(5-((2,3-dihydrobenzo[b][1,4]dioxin-5-yl)amino)-7-(methylamino)pyrazolo[1,5-a]pyrimidin-3-yl)urea FC1(CC(C1)NC(=O)NC=1C=NN2C1N=C(C=C2NC)NC2=CC=CC=1OCCOC12)F